CC1=C(C=C(C=C1)\C(\C)=N\OCC(C)C)C/C(/C(=O)OC)=C\OC methyl (2E)-2-({2-methyl-5-[(1E)-N-(2-methylpropoxy)ethanimidoyl]phenyl}methyl)-3-methoxy-2-propenoate